ClC=1C=C(C=CC1F)NC1=NC=NC2=CC(=C(C=C12)NCC=1C=C2CN(C(C2=C(C1)F)=O)C1C(NC(CC1)=O)=O)O[C@@H]1COCC1 3-(5-(((4-((3-chloro-4-fluorophenyl)amino)-7-(((S)-tetrahydrofuran-3-yl)oxy)quinazolin-6-yl)amino)methyl)-7-fluoro-1-oxoisoindolin-2-yl)piperidine-2,6-dione